FC1(N(C(C(C(C1(F)F)(F)F)(F)F)(F)F)C1(C(C(C(C(C1(F)F)(F)F)(F)F)(F)F)(F)F)F)C(F)(F)F perfluoromethyl-cyclohexyl-piperidine